BrC=1C=2CCN(C(C2C(=C2C1OC(O2)(C)C21CCC(CC2)(CC1)N(C)C)C)=O)CC=1C(NC(=CC1C)C)=O 9-bromo-6-((4,6-dimethyl-2-oxo-1,2-dihydropyridin-3-yl)methyl)-2-(4-(dimethylamino)bicyclo[2.2.2]oct-1-yl)-2,4-dimethyl-7,8-dihydro-[1,3]dioxolo[4,5-g]isoquinolin-5(6H)-one